FC(C)(F)C1=CC=CC(=N1)NC1=CC(=NC=C1C1=NC(=NC=C1)C)NC(C)=O N-(4-((6-(1,1-difluoroethyl)pyridin-2-yl)amino)-5-(2-methylpyrimidin-4-yl)pyridin-2-yl)acetamide